C[C@]12C[C@@H](CCC2=CCC[C@H]1C)C(=C)C (3R,4aS,5R)-4a,5-dimethyl-3-prop-1-en-2-yl-2,3,4,5,6,7-hexahydro-1H-naphthalene